1-(2,4-difluorobenzyl)-N3-(pyridin-2-yl)-1H-1,2,4-triazole-3,5-diamine FC1=C(CN2N=C(N=C2N)NC2=NC=CC=C2)C=CC(=C1)F